ClC1=NC=C(C(=C1)N1C(C2=C(C=C1)N(N=C2)CC2=C(C=CC=C2)Cl)=O)C 5-(2-chloro-5-methylpyridin-4-yl)-1-(2-chlorobenzyl)-1,5-dihydro-4H-pyrazolo[4,3-c]pyridin-4-one